3-((1S,5R)-8-(4-(Trifluoromethoxy)phenyl)-1,3,4,5-tetrahydro-2H-1,5-methanobenzo[c]azepin-2-yl)propan-1-ol FC(OC1=CC=C(C=C1)C=1C=CC2=C([C@H]3N(CC[C@@H]2C3)CCCO)C1)(F)F